3-(2-(5-methyl-[1,1'-biphenyl]-2-yl)-1H-pyrrolo[2,3-b]pyridin-3-yl)propionamide CC=1C=CC(=C(C1)C1=CC=CC=C1)C1=C(C=2C(=NC=CC2)N1)CCC(=O)N